ClC=1C=C(CNC2=NC=NC3=CC(=C(C=C23)OC2CC(C2)NC(OC(C)(C)C)=O)OC)C=CC1 tert-butyl (3-((4-((3-chlorobenzyl)amino)-7-methoxyquinazolin-6-yl)oxy)cyclobutyl)carbamate